N-((5-(5-(difluoromethyl)-1,3,4-oxadiazol-2-yl)pyridin-2-yl)methyl)-4-fluoro-N-(3-fluorophenyl)-1-isopropylpiperidine-4-carboxamide FC(C1=NN=C(O1)C=1C=CC(=NC1)CN(C(=O)C1(CCN(CC1)C(C)C)F)C1=CC(=CC=C1)F)F